strontium titanium potassium [K].[Ti].[Sr]